1-[4-(difluoromethoxy)-3-(2-pyridyl)phenyl]-3-methyl-5-oxo-4H-pyrazole-4-carboxylate FC(OC1=C(C=C(C=C1)N1N=C(C(C1=O)C(=O)[O-])C)C1=NC=CC=C1)F